aluminum trimesate C(C1=CC(C(=O)[O-])=CC(C(=O)[O-])=C1)(=O)[O-].[Al+3]